Cl[Si](C(C)C)(C(C)C)C(C)C chlorotris(propan-2-yl)silane